ethyl 1-(4-methoxybenzyl)-4-(4,4,5,5-tetramethyl-1,3,2-dioxaborolan-2-yl)-1H-pyrazole-5-carboxylate COC1=CC=C(CN2N=CC(=C2C(=O)OCC)B2OC(C(O2)(C)C)(C)C)C=C1